CN(CCOC1=CC=C(C=N1)NC(=O)C=1N=C(C=C2C1NN=C2)N2C=NC=C2)C N-(6-(2-(dimethylamino)ethoxy)pyridin-3-yl)-5-(1H-imidazol-1-yl)-1H-pyrazolo[3,4-c]pyridine-7-carboxamide